tert-Butyl (R)-3-(3-(trifluoromethyl)phenyl)isoxazolidine-2-carboxylate FC(C=1C=C(C=CC1)[C@@H]1N(OCC1)C(=O)OC(C)(C)C)(F)F